7-((4-(1H-indazol-6-yl)piperazin-1-yl)methyl)-3-ethylquinazoline-2,4(1H,3H)-dione N1N=CC2=CC=C(C=C12)N1CCN(CC1)CC1=CC=C2C(N(C(NC2=C1)=O)CC)=O